BrC1=NC(=NC(=N1)C1=CC2=CC=CC=C2C=C1)C1=CC=CC=C1 2-bromo-4-(naphthalen-2-yl)-6-phenyl-1,3,5-triazine